COC(=O)C=1C=C(C=C(C1C(=O)OC)C(=O)OC)C(=O)OC tetramethyl-1,2,4,6-benzenetetracarboxylic acid